butyl 2-(2-(4-((1,1-dioxidothietan-3-yl)oxy)phenyl)-6-oxo-5-((3-phenylpropyl)amino)pyrimidin-1(6H)-yl)acetate O=S1(CC(C1)OC1=CC=C(C=C1)C=1N(C(C(=CN1)NCCCC1=CC=CC=C1)=O)CC(=O)OCCCC)=O